CC1(C(OC1)C1(CNCC1)CCC1=CC=CC=C1)C 3-(3,3-Dimethyloxetan-2-yl)-3-phenethylpyrrolidine